PYRIMIDOPYRANE N1=CN=CC2=C1C=CCO2